C(CNCCNCCNCCN)N 3,6,9-triazaundecylenediamine